barium di(isopropyl) dithiophosphate P(=S)(SC(C)C)(OC(C)C)[O-].[Ba+2].C(C)(C)SP(=S)(OC(C)C)[O-]